3-((tert-butyldimethylsilyl)oxy)-2-fluoropropyl 4-methylbenzenesulfonate CC1=CC=C(C=C1)S(=O)(=O)OCC(CO[Si](C)(C)C(C)(C)C)F